(E)-1-(4-((4-(benzo[d]oxazol-5-yloxy)-3-methylphenyl)amino)pyrido[3,2-d]pyrimidin-6-yl)-3-(2-(dimethylamino)ethylidene)pyrrolidin-2-one O1C=NC2=C1C=CC(=C2)OC2=C(C=C(C=C2)NC=2C1=C(N=CN2)C=CC(=N1)N1C(/C(/CC1)=C/CN(C)C)=O)C